ClC1=C(C(=CC=C1OC1=C(C=C(C=C1)F)OC)\C=C(\C1=NC(=NC=C1)C1=CN=NC=C1)/F)N1C[C@@H](CCC1)CN (S,Z)-(1-(2-chloro-6-(2-fluoro-2-(2-(pyridazin-4-yl)pyrimidin-4-yl)vinyl)-3-(4-fluoro-2-methoxyphenoxy)phenyl)piperidin-3-yl)methanamine